C(C)NC1=C(C=CC(=C1)OC(F)(F)F)[N+](=O)[O-] N-ethyl-2-nitro-5-(trifluoromethoxy)aniline